OC(=O)C(F)(F)F.N1CC(CC1)C1=NC=CC=C1 2-(pyrrolidin-3-yl)pyridine TFA salt